(Z)- or (E)-1-[3-(dimethoxy(methyl)silyl)propyl]-2,3-diisopropyl-1-methylguanidine CO[Si](CCCN(C(=NC(C)C)NC(C)C)C)(C)OC